(S)-2-amino-3-(thiazol-4-yl)propanoic acid N[C@H](C(=O)O)CC=1N=CSC1